((4,4-difluoro-2-(5-fluoro-6-(4-fluorophenyl)-4-(2-hydroxypropan-2-yl)pyridin-2-yl)tetrahydrofuran-2-yl)methyl)-8-methoxy-3-methylcinnoline-6-carboxamide FC1(CC(OC1)(C1=NC(=C(C(=C1)C(C)(C)O)F)C1=CC=C(C=C1)F)CC1=C(N=NC2=C(C=C(C=C12)C(=O)N)OC)C)F